C(C1=CC=CC=C1)N(CCN)CC1=CC=CC=C1 N,N-dibenzyl-ethylene-diamine